1-(4-(cis-3-(2-fluorophenyl)-7-hydroxychroman-4-yl)phenyl)azetidin-3-formaldehyde FC1=C(C=CC=C1)[C@@H]1COC2=CC(=CC=C2[C@@H]1C1=CC=C(C=C1)N1CC(C1)C=O)O